N-(2-hydroxy-1-methoxyethyl)-2-methylprop-2-enamide OCC(OC)NC(C(=C)C)=O